CCCCCCCCCCCCCCCCCCCC(C(CCCCCCCCCCCCCCCCCCCCC)O)O dotetracontane-20,21-diol